Methyl 5-((2-(4-((tert-butoxycarbonyl)amino)butanamido)ethyl)amino)benzo[c][2,6]naphthyridine-8-carboxylate C(C)(C)(C)OC(=O)NCCCC(=O)NCCNC1=NC2=C(C3=CN=CC=C13)C=CC(=C2)C(=O)OC